1-phenyldibenzo[b,d]furan C1(=CC=CC=C1)C1=CC=CC=2OC3=C(C21)C=CC=C3